C(C1=CC=CC=C1)OC(=O)N[C@@H](CCC(=O)O)C(=O)N[C@H](C(=O)NCC1=C(C=CC(=C1)OCCNC)C)CCC1=CC=CC=C1 (S)-4-(((benzyloxy)carbonyl)amino)-5-(((S)-1-((2-methyl-5-(2-(methylamino)ethoxy)benzyl)amino)-1-oxo-4-phenylbutan-2-yl)amino)-5-oxopentanoic acid